CC=1SC(=C(N1)C1=NC(=CC=C1)C)OC1=CC(=NC=C1)NC=1C=C(C=CC1)CCC#N 3-(3-((4-((2-Methyl-4-(6-methylpyridin-2-yl)thiazol-5-yl)oxy)pyridin-2-yl)amino)phenyl)propionitrile